COC=1C(=CC(N2C(=C(SC12)C1=CC(=C(C=C1)OCCOC)C)C(=O)O)=O)CC1=CC=CC2=CC=CC=C12 5-Methoxy-8-[4-(2-methoxyethoxy)-3-methyl-phenyl]-4-[(1-naphthyl)methyl]-2-oxo-7-thia-1-azabicyclo[4.3.0]nona-3,5,8-triene-9-carboxylic acid